4-(8-(cyclopropylsulfonyl)-3,8-diazabicyclo[3.2.1]oct-3-yl)-6-(1-(difluoromethyl)-1H-pyrazol-4-yl)pyrrolo[2,1-f][1,2,4]triazine C1(CC1)S(=O)(=O)N1C2CN(CC1CC2)C2=NC=NN1C2=CC(=C1)C=1C=NN(C1)C(F)F